C(C)(=O)OC1CC2(CCCC(C2CC1)(C)C)C Perhydro-5,5,8A-trimethyl-2-naphthyl acetate